P(=O)(OC1=CC=CC=C1)(OCCC(CC(C)(C)C)C)OCCC(CC(C)(C)C)C phenyl bis(3,5,5'-trimethylhexyl) phosphate